3-bromo-4-methyl-2,5-diphenylthiophene BrC1=C(SC(=C1C)C1=CC=CC=C1)C1=CC=CC=C1